N-(3-bromo-4-fluorophenyl)-N'-hydroxy-4-(((triisopropylsilyl)oxy)methyl)-1,2,5-oxadiazole-3-formamidine BrC=1C=C(C=CC1F)NC(=NO)C1=NON=C1CO[Si](C(C)C)(C(C)C)C(C)C